3-(4-Chlorophenyl)-1-(2-hydroxyphenyl)prop-2-en-1-one ClC1=CC=C(C=C1)C=CC(=O)C1=C(C=CC=C1)O